5-(Benzyloxy)-2-(1-(3,4-dihydroisoquinolin-2(1H)-yl)-2,2,2-trifluoroethyl)-4H-pyran-4-one C(C1=CC=CC=C1)OC=1C(C=C(OC1)C(C(F)(F)F)N1CC2=CC=CC=C2CC1)=O